OCC[C@H](C)NC=1C=CC2=C(OC3(C=NS2(=O)=O)CCOCC3)N1 7'-(((S)-4-Hydroxybutan-2-yl)amino)-1',1'-dioxido-2,3,5,6-tetrahydrospiro[pyran-4,4'-pyrido[2,3-b][1,4,5]oxathiazepin]